C1=CC=CC=2C3=CC=CC=C3C(C12)COC(N(C=1C=NC(=CC1)Br)CCC(=O)N)=O N-(3-amino-3-keto-propyl)-N-(6-bromo-3-pyridyl)carbamic acid 9H-fluoren-9-ylmethyl ester